COCCN1N=CC(=C1)C=1C=CC=2N(C1)N=CC2C#N 6-(1-(2-methoxyethyl)-1H-pyrazol-4-yl)pyrazolo[1,5-a]pyridine-3-carbonitrile